FC1=CC=C(C=C1)N1N=CC=2C1=NC(=NC2NC(=O)C=2SC(=CC2)[N+](=O)[O-])C=2C=NC(=CC2)OCCO N-(1-(4-fluorophenyl)-6-(6-(2-hydroxyethoxy)pyridin-3-yl)-1H-pyrazolo[3,4-d]pyrimidin-4-yl)-5-nitrothiophene-2-carboxamide